hydroxy-N-((S)-1-(4-(4-methylthiazol-5-yl)phenyl)ethyl)pyrrolidine-2-carboxamide ON1C(CCC1)C(=O)N[C@@H](C)C1=CC=C(C=C1)C1=C(N=CS1)C